tetraethylphosphonium C(C)[P+](CC)(CC)CC